NC=1C=CC(=C(C1)[C@H]1COCCCN1C1=NC(=NC(=C1)C)N)Cl (S)-4-(3-(5-amino-2-chlorophenyl)-1,4-oxazepan-4-yl)-6-methylpyrimidin-2-amine